C(C)(C)(C)OC(=O)N[C@H]1C[C@@H](CC1=O)C(=O)OCC ethyl (1S,3S)-3-(tert-butoxycarbonylamino)-4-oxo-cyclopentanecarboxylate